2-[[2-chloro-5-hydroxy-4-(2-methylallyloxy)phenyl]methyl]-4,4-dimethyl-isoxazolidin-3-one Potassium carbonate C([O-])([O-])=O.[K+].ClC1=C(C=C(C(=C1)OCC(=C)C)O)CN1OCC(C1=O)(C)C.[K+]